3-chloro-4-fluoro-benzaldehyde ClC=1C=C(C=O)C=CC1F